FC1=C(C=NC=C1)C1=NC=CC(=N1)N (4-fluoropyridin-3-yl)pyrimidin-4-amine